Cl.Cl.FC=1C=C(C(=NC1)O[C@@H]1CNCCC1)C1=C2C(=NC=C1)C=C(S2)CN2C(C1C(C1C2=O)(C)C)=O 3-((7-(5-fluoro-2-(((S)-piperidin-3-yl)oxy)pyridin-3-yl)thieno[3,2-b]pyridin-2-yl)methyl)-6,6-dimethyl-3-azabicyclo[3.1.0]hexane-2,4-dione dihydrochloride